[Si](C1=CC=CC=C1)(C1=CC=CC=C1)(C(C)(C)C)OC1C(COC1)(C)N1CCNCC1 (4-((tert-butyldiphenylsilyl)oxy)-3-methyltetrahydrofuran-3-yl)piperazine